C1(CC1)OC1=C(C(=NC=C1)OC)C1=CNC2=NC(=CC=C21)NC(=O)C2C(C2)CN(C)C N-(3-(4-cyclopropoxy-2-methoxypyridin-3-yl)-1H-pyrrolo[2,3-b]pyridin-6-yl)-2-((dimethylamino)methyl)cyclopropane-1-carboxamide